methyl 3-bromo-5-methylbenzoate BrC=1C=C(C(=O)OC)C=C(C1)C